9-Fluoro-l-1,17-dihydroxy-17-(2-hydroxyacetyl)-10,13,16-trimethyl-6,7,8,11,12,14,15,16-octahydro-cyclopenta[a]phenanthren-3-one FC12CCC3(C(C(CC3C1CCC1=CC(C=C(C21C)O)=O)C)(C(CO)=O)O)C